OC[C@H](C[C@H]1C(NCC1)=O)NC([C@H](CC1=CC=CC=C1)NC(OC(C(F)(F)C1=CC(=CC=C1)Cl)C(C)C)=O)=O 1-(3-Chlorophenyl)-1,1-difluoro-3-methylbutan-2-yl ((S)-1-(((S)-1-hydroxy-3-((S)-2-oxopyrrolidin-3-yl)propan-2-yl)amino)-1-oxo-3-phenylpropan-2-yl)carbamate